BrC1=CC=C(C(=N1)N)OC 6-bromo-3-methoxypyridin-2-amine